N-(4-(4-amino-5-(2-fluoro-4-((6-methylpyrimidin-2-yl)oxy)phenyl)-5H-pyrrolo[3,2-d]pyrimidin-6-yl)phenyl)acrylamide NC=1C2=C(N=CN1)C=C(N2C2=C(C=C(C=C2)OC2=NC(=CC=N2)C)F)C2=CC=C(C=C2)NC(C=C)=O